O=C1NC(CCC1N1C(N(C2=C1C=CC=C2C#CCN(C(OC(C)(C)C)=O)C)C)=O)=O tert-butyl N-[3-[1-(2,6-dioxo-3-piperidyl)-3-methyl-2-oxo-benzimidazol-4-yl] prop-2-ynyl]-N-methyl-carbamate